tert-butyl (1S,5R)-6-[[4-[(5-bromo-1-methyl-imidazole-2-carbonyl)amino]-2-chloro-benzoyl]amino]-3-azabicyclo[3.1.0]hexane-3-carboxylate BrC1=CN=C(N1C)C(=O)NC1=CC(=C(C(=O)NC2[C@H]3CN(C[C@@H]23)C(=O)OC(C)(C)C)C=C1)Cl